(S)-1-phenylethylamine (R)-2-bromo-2-fluoroacetate Br[C@H](C(=O)O)F.C1(=CC=CC=C1)[C@H](C)N